5-Amino-7-(2-fluoro-4-isopropylphenyl)-2,3-dihydrobenzofuran-4-carbonitrile NC1=CC(=C2C(CCO2)=C1C#N)C1=C(C=C(C=C1)C(C)C)F